C(=O)O.BrC1=CC(=C(C=C1)C=1C=2N(C(=NN1)N[C@H]1CNCCC1)N=CC2)OC 4-(4-bromo-2-methoxyphenyl)-N-[(3R)-piperidin-3-yl]pyrazolo[1,5-d][1,2,4]triazin-7-amine formate